C1(=C(C(=CC(=C1)C)C)[B-](C1=C(C=C(C=C1C)C)C)(C1=C(C=C(C=C1C)C)C)C1=C(C=C(C=C1C)C)C)C.C1(CCCCC1)[PH+](C1=CC(=CC(=C1)OC(F)(F)F)OC(F)(F)F)C1CCCCC1 dicyclohexyl-(3,5-di-(trifluoromethoxy)phenyl)phosphonium tetramesitylborate